CC(C)([Si](OCCOCCOCCOCCOCC(=O)OC)(C1=CC=CC=C1)C1=CC=CC=C1)C Methyl 2,2-dimethyl-3,3-diphenyl-4,7,10,13,16-pentaoxa-3-silaoctadecan-18-oate